FC1=C(CP(O)(=O)CC[C@H]2O[C@@H]([C@H]([C@H]([C@@H]2O)O)O)O)C(=CC=C1)F (2,6-difluorobenzyl)(2-((2R,3S,4S,5S,6S)-3,4,5,6-tetrahydroxytetrahydro-2H-pyran-2-yl)ethyl)phosphinic acid